2-((4-bromophenoxy)methyl)-6-(1-methoxycyclopropyl)-1,4-dioxan BrC1=CC=C(OCC2OC(COC2)C2(CC2)OC)C=C1